ClC=1C=C2C(=NC1OC)C(=C(N2C)C=2NC(=NN2)CO)C=2C=NNC2 (5-(6-chloro-5-methoxy-1-methyl-3-(1H-pyrazol-4-yl)-1H-pyrrolo[3,2-b]pyridin-2-yl)-4H-1,2,4-triazol-3-yl)-methanol